NC1=NC2=CC=C(C=C2C=N1)C=1C=C(C(=O)NC2=CC(=C(C=C2)CN2CCN(CC2)C)C(F)F)C=CC1C 3-(2-Aminoquinazolin-6-yl)-N-(3-(difluoromethyl)-4-((4-methylpiperazin-1-yl)methyl)phenyl)-4-methylbenzamide